1-({3,4-difluoro-2-[(2-fluoro-4-iodophenyl)amino]Phenyl}carbonyl)-3-(1-hydroxyethyl)azetidin-3-ol FC=1C(=C(C=CC1F)C(=O)N1CC(C1)(O)C(C)O)NC1=C(C=C(C=C1)I)F